C12(CC(C1)C2)N2C(C(N(C=C2)CC2=NOC(=C2)Br)=O)=O 1-(bicyclo[1.1.1]pentan-1-yl)-4-((5-bromoisoxazol-3-yl)methyl)-1,4-dihydropyrazine-2,3-dione